FC1([C@@H]([C@H]2N(C(NCC=3C=CC(=C(OC=4C=CC=C(C2)C4)N3)C)=O)C1)NS(=O)(=O)C)F N-[(15aS,16R)-17,17-difluoro-7-methyl-1-oxo-2,3,15a,16,17,18-hexahydro-1H,15H-4,8-(azeno)-10,14-(metheno)pyrrolo[1,2-j][1,8,10]oxadiazacycloheptadecin-16-yl]methanesulfonamide